benzo[d][1,3]oxathiolane 3-oxide O1CS(C2=C1C=CC=C2)=O